4-(4-(4-(N-phenylmethylsulfonylamino)benzyl)piperazin-1-yl)-N-hydroxybutyramide C1(=CC=CC=C1)CS(=O)(=O)NC1=CC=C(CN2CCN(CC2)CCCC(=O)NO)C=C1